Prop-2-ene-1-amine hydrochloride Cl.C(C=C)N